CC1=CC=C(CN2[C@@H](CCC2)C(=O)O)C=C1 (4-methylbenzyl)-L-proline